6-(6,7-dimethoxy-3-methyl-4-oxo-3,4-dihydro-phthalazin-1-yl)-3,4-dihydro-isoquinoline-2(1H)-carboxylic acid tert-butyl ester C(C)(C)(C)OC(=O)N1CC2=CC=C(C=C2CC1)C1=NN(C(C2=CC(=C(C=C12)OC)OC)=O)C